C(C)OC(CC(=O)O)(CC(=O)O)OCC diethoxy-glutaric acid